FC1=C(C=C(C(=C1)[N+](=O)[O-])OC)S(=O)(=O)C 1-fluoro-4-methoxy-2-(methylsulfonyl)-5-nitrobenzene